BrC=1C=C(C=CC1)C1(CC2(CC2)C1)C=1N(C(=NN1)S)C 5-[5-(3-bromophenyl)spiro[2.3]hexan-5-yl]-4-methyl-4H-1,2,4-triazole-3-thiol